1-(4-(4,4-Dimethylpiperidin-1-yl)phenyl)-5-fluoro-4-(trifluoromethyl)-1H-benzo[d][1,2,3]triazol-6-ol CC1(CCN(CC1)C1=CC=C(C=C1)N1N=NC2=C1C=C(C(=C2C(F)(F)F)F)O)C